2-(2,6-dioxopiperidin-3-yl)-6-fluoroisoindoline-1,3-dione, formate salt C(=O)O.O=C1NC(CCC1N1C(C2=CC(=CC=C2C1=O)F)=O)=O